2-(4-(2-amino-2-oxoethyl)phenyl)-2-methylpropanoic acid methyl ester COC(C(C)(C)C1=CC=C(C=C1)CC(=O)N)=O